2,2,2-trifluoro-N-[2-(2-fluorophenyl)-2-[[5-[5-(trifluoromethyl)-1,2,4-oxadiazol-3-yl]pyrimidin-2-yl]amino]ethyl]acetamide FC(C(=O)NCC(NC1=NC=C(C=N1)C1=NOC(=N1)C(F)(F)F)C1=C(C=CC=C1)F)(F)F